N-[(2-fluorophenyl)methyl]-2-(4-iodo-2,5-dimethoxyphenyl)ethanamine FC1=C(C=CC=C1)CNCCC1=C(C=C(C(=C1)OC)I)OC